2-((6-chloro-1H-imidazo[4,5-c]pyridin-2-yl)sulfonyl)-N-(3-fluoro-4-methoxyphenyl)acetamide ClC1=CC2=C(C=N1)N=C(N2)S(=O)(=O)CC(=O)NC2=CC(=C(C=C2)OC)F